tert-butyl (2R,4R)-2-ethynyl-4-hydroxypyrrolidine-1-carboxylate C(#C)[C@@H]1N(C[C@@H](C1)O)C(=O)OC(C)(C)C